5-((2S,5S)-5-methylmorpholin-2-yl)pyridin-2-amine C[C@H]1CO[C@H](CN1)C=1C=CC(=NC1)N